[CH-]1C=CC=C1.[C-]1(C=CC=C1)CC(=O)O.[Fe+2] 1'-ferrocenylAcetic acid